3-Fluoro-4-[4-[2-(3,5-dimethylphenyl)pyrrolidin-1-yl-methyl]phenoxy]benzamide FC=1C=C(C(=O)N)C=CC1OC1=CC=C(C=C1)CN1C(CCC1)C1=CC(=CC(=C1)C)C